COC(=O)C1=NC=CC=C1C1=CCCC1 (cyclopent-1-enyl)pyridine-2-carboxylic acid methyl ester